C1(CC1)C(C1=CC(=C(N=N1)NC)N)(F)F 6-(cyclopropyldifluoromethyl)-N3-methyl-pyridazine-3,4-diamine